C(C)(=O)N[C@H]1[C@H](CC[C@H](C1)NC(C)(C)C)N1C([C@H](CC1)NC1=NC(=NC2=CC=C(C=C12)C(F)(F)F)NC1CCN(CC1)C(=O)OC(C)(C)C)=O tert-butyl 4-((4-(((S)-1-((1S,2R,4R)-2-acetamido-4-(tert-butylamino) cyclohexyl)-2-oxopyrrolidin-3-yl)amino)-6-(trifluoromethyl)quinazolin-2-yl)amino)piperidine-1-carboxylate